C(CCCCCCC)C(C(C(=O)O)(C)C)CCCCCCCCCCCC.C(C(C)(C)C)(=O)O.C(CCCCCCC)C(CCCCCCCCCCC)O octyl-dodecanol pivalate (octyldodecyl-neopentanoate)